NC1=C(C2=C(C(N1C1=C(C(=CC=C1C)O)C)=O)C(=C(S2)SC)C)C(=O)N 6-amino-5-(3-hydroxy-2,6-dimethylphenyl)-3-methyl-2-(methylthio)-4-oxo-4,5-dihydrothieno[3,2-c]pyridine-7-carboxamide